C(C)(C)(C)C1=C(C(=CC=C1)C(C)(C)C)[Mg] (2,6-di-t-butylphenyl)magnesium